Isopropyl (6R,9S,11aR,11bR)-6-benzyl-11b-hydroxy-2,4,7-trioxo-1,3-bis(thiophen-2-ylmethyl)decahydro-2H-pyrrolo[2',1':3,4]pyrazino[1,2-a][1,3,5]triazine-9-carboxylate C(C1=CC=CC=C1)[C@@H]1C(N2[C@@H]([C@@]3(N1C(N(C(N3CC=3SC=CC3)=O)CC=3SC=CC3)=O)O)CC[C@H]2C(=O)OC(C)C)=O